4-(4-chlorophenyl)-6-(4-(4-methylpiperazin-1-yl)piperidin-1-yl)-2-(pyridin-3-yl)pyrimidine ClC1=CC=C(C=C1)C1=NC(=NC(=C1)N1CCC(CC1)N1CCN(CC1)C)C=1C=NC=CC1